CNC1=CC=C(C(=O)NC2CCC(CC2)NC2=CC=CC=3N2C=C(N3)C(F)F)C=C1 4-(methylamino)-N-[(1s,4s)-4-{[2-(difluoromethyl)imidazo[1,2-a]pyridin-5-yl]amino}cyclohexyl]benzamide